ethyl 2-methyl-4-methylene-1,4-dihydro-12bH-naphtho[2',3':4,5]isothiazolo[2,3-a]pyridine-2,12-dicarboxylate 6,6-dioxide CC1(CC2N(C(C1)=C)S(C1=C2C(=C2C=CC=CC2=C1)C(=O)[O-])(=O)=O)C(=O)OCC